CN1N=CC2=CC(=CC=C12)B1OC(C(O1)(C)C)(C)C 1-methyl-5-(4,4,5,5-tetramethyl-1,3,2-dioxaborolane-2-yl)-1H-indazole